BrC1=CN=C2N1C=C(C=C2)C(=O)N(C)C2=CC(=C(C=C2)F)O 3-bromo-N-(4-fluoro-3-hydroxy-phenyl)-N-methyl-imidazo[1,2-a]pyridine-6-carboxamide